propan-2-yl (R)-4-methylbenzenesulfonate CC1=CC=C(C=C1)S(=O)(=O)OC(C)C